C1(CC1)CN1C(=NC2=C1C=C(C=C2)OCC(C)(C)O)NC(CC2=CC(=C(OC1=NC=CC=C1C(=O)N)C=C2)F)=O 2-(4-(2-((1-(cyclopropylmethyl)-6-(2-hydroxy-2-methylpropyloxy)-1H-benzo[d]imidazol-2-yl)amino)-2-oxoethyl)-2-fluorophenoxy)pyridine-3-carboxamide